N1=C(C=CC=C1)N1CCN(C2=CC=CC=C12)C(=O)NC[C@@H]1NCCC1 (R)-4-(pyridin-2-yl)-N-(pyrrolidin-2-ylmethyl)-3,4-dihydroquinoxaline-1(2H)-carboxamide